C(C1=CC(OC)=C(O)C(OC)=C1)(=O)[O-] syringic acid anion